(1S,2S)-2-((benzyloxy)methyl)cyclopropane-1-carboxylic acid ethyl ester C(C)OC(=O)[C@@H]1[C@H](C1)COCC1=CC=CC=C1